p-(4-hydroxyphenyl)phenol OC1=CC=C(C=C1)C1=CC=C(C=C1)O